2-(4-cyclopropyl-6-methoxypyrimidin-5-yl)-8-({4-[1-isopropyl-4-(trifluoromethyl)imidazol-2-yl]phenyl}methyl)-6-(trimethylstannyl)pyrido[2,3-d]pyrimidin-7-one C1(CC1)C1=NC=NC(=C1C=1N=CC2=C(N1)N(C(C(=C2)[Sn](C)(C)C)=O)CC2=CC=C(C=C2)C=2N(C=C(N2)C(F)(F)F)C(C)C)OC